6,13-bis(triisopropylsilanylethynyl)Pentacene C(C)(C)[Si](C(C)C)(C(C)C)C#CC1=C2C=C3C=CC=CC3=CC2=C(C2=CC3=CC=CC=C3C=C12)C#C[Si](C(C)C)(C(C)C)C(C)C